ClC=1N=CC2=C(N1)N(C=C2)C=2C=NC=C(C2)C2(COCC2)OC 2-chloro-7-(5-(3-methoxytetrahydrofuran-3-yl)pyridin-3-yl)-7H-pyrrolo[2,3-d]pyrimidine